C(CCCCCCC)(=O)N[C@@H](CS)C(=O)O N-octanoyl-cysteine